3-(4-(trifluoromethyl)phenyl)-6,7-dihydro-1,7-naphthyridin-8(5H)-one FC(C1=CC=C(C=C1)C=1C=NC=2C(NCCC2C1)=O)(F)F